(S)-tert-Butyl 3-(((S)-1-(2-chlorophenyl)-2-((4,4-difluorocyclohexyl)amino)-2-oxoethyl)(3,5-difluorophenyl)carbamoyl)-4-(4-cyanopyrimidin-2-yl)-5-oxopiperazine-1-carboxylate ClC1=C(C=CC=C1)[C@@H](C(=O)NC1CCC(CC1)(F)F)N(C(=O)[C@@H]1CN(CC(N1C1=NC=CC(=N1)C#N)=O)C(=O)OC(C)(C)C)C1=CC(=CC(=C1)F)F